2-Cyclooctyl-2-(methanesulfonamido)-N-(2-oxospiro[indoline-3,4'-tetrahydropyran]-6-yl)acetamide C1(CCCCCCC1)C(C(=O)NC1=CC=C2C(=C1)NC(C21CCOCC1)=O)NS(=O)(=O)C